ClC=1N=NC=2C(CCCC2C1)O 3-Chloro-5,6,7,8-tetrahydrocinnolin-8-ol